tert-Butyl 3-bromo-1H,4H,6H,7H-pyrazolo[4,3-c]pyridine-5-carboxylate BrC1=NNC2=C1CN(CC2)C(=O)OC(C)(C)C